7-oxa-2,5-diazaspiro[3.4]octan-6-one 2,2,2-trifluoroacetate FC(C(=O)O)(F)F.C1NCC12NC(OC2)=O